C1(CCCC1)N1C(N(C=2C1=C1C(=NC2)NC(=C1C1=CC=CC=C1)C1=CC=C(C=C1)CN1CCC(CC1)S(=O)(=O)C)C)=O 1-Cyclopentyl-3-methyl-7-(4-((4-(methylsulfonyl)piperidin-1-yl)methyl)phenyl)-8-phenyl-3,6-dihydroimidazo[4,5-d]pyrrolo[2,3-b]pyridin-2(1H)-on